C(C=CCCCCCCC)(=O)OCC(O)CO glyceryl monodecenoate